C(C)(C)(C)C=1C=C(N(N1)C1=CC(=CC=C1)CCN1CCOCC1)NC(=O)NC1=CC=C(C2=CC=CC=C12)OCCN1CCOCC1 1-[5-tert-butyl-2-(3-(2-morpholin-4-yl-ethyl)phenyl)-2H-pyrazol-3-yl]-3-[4-(2-morpholin-4-yl-ethoxy)naphthalen-1-yl]-urea